N-(3-(3'-Chloro-6-methoxy-5-(((((S)-5-oxopyrrolidin-2-yl)methyl)amino)methyl)-[2,4'-bipyridin]-2'-yl)-2-methylphenyl)-4-(((S)-3-hydroxypyrrolidin-1-yl)methyl)-5-methoxypicolinamide ClC=1C(=NC=CC1C1=NC(=C(C=C1)CNC[C@H]1NC(CC1)=O)OC)C=1C(=C(C=CC1)NC(C1=NC=C(C(=C1)CN1C[C@H](CC1)O)OC)=O)C